C(=O)(OC(C)(C)C)N([C@@H](CCCCN)C(=O)O)C(=O)OC(C)(C)C di-Boc-L-lysine